(2-(1-(tert-butoxycarbonyl)piperidin-3-yl)ethyl)magnesium bromide C(C)(C)(C)OC(=O)N1CC(CCC1)CC[Mg]Br